N-{4-[(3-chloro-1H-pyrrolo[2,3-b]pyridin-4-yl)oxy]-3,5-difluorophenyl}-5,5-dimethyl-1,4,5,6-tetrahydropyrimidin-2-amine ClC1=CNC2=NC=CC(=C21)OC2=C(C=C(C=C2F)NC=2NCC(CN2)(C)C)F